2,5-diethoxytetrahydrofuran C(C)OC1OC(CC1)OCC